BrC=1C2=CN(N=C2C(=C(C1)F)Cl)C([2H])([2H])[2H] 4-bromo-7-chloro-6-fluoro-2-(methyl-d3)-2H-indazole